2-benzylhydrazine C(C1=CC=CC=C1)NN